ClC1=NC=C(C(=C1)C1=C(C=NC(=C1)C)C(=O)NC=1SC2=C(N1)CN(C2)C(C2=C(C(=CC=C2)C(F)F)F)=O)OC 2'-Chloro-N-(5-(3-(difluoromethyl)-2-fluorobenzoyl)-5,6-dihydro-4H-pyrrolo[3,4-d]thiazol-2-yl)-5'-methoxy-6-methyl-[4,4'-bipyridine]-3-carboxamide